COCCC1=NN=C2N1CCN(C2)C(=O)C2=CC=C(C=C2)C2=NC1=C(N2)C=CC=C1C(=O)N 2-(4-(3-(2-methoxyethyl)-5,6,7,8-tetrahydro-[1,2,4]triazolo[4,3-a]pyrazine-7-carbonyl)phenyl)-1H-benzo[d]imidazole-4-carboxamide